FC=1C=C(C=C(C1)F)C(C)C=1N=C(C2=C(N1)OC(=C2C(=O)N)C)NC2(CC2)C [1-(3,5-difluorophenyl)ethyl]-6-methyl-4-[(1-methylcyclopropyl)amino]furo[2,3-d]pyrimidine-5-carboxamide